FC(C(=O)O)(F)F.C(C)C=1NC=2N=C3CCN(C3=NC2C(C1N1CCNCC1)=O)C 11-ethyl-4-methyl-12-piperazin-1-yl-2,4,8,10-tetrazatricyclo[7.4.0.03,7]trideca-1(9),2,7,11-tetraen-13-one trifluoroacetate